1,3-dibromo-5-methylbenzene BrC1=CC(=CC(=C1)C)Br